2-(4-(3-(4-chloro-2-fluorophenyl)-2,3-dihydrobenzo[b][1,4]dioxin-5-yl)-2,5-difluorobenzyl)-1-(((S)-oxetan-2-yl)methyl)-1H-benzo[d]imidazole-6-carboxylic acid ClC1=CC(=C(C=C1)C1OC2=C(OC1)C=CC=C2C2=CC(=C(CC1=NC3=C(N1C[C@H]1OCC1)C=C(C=C3)C(=O)O)C=C2F)F)F